NC=1C(=C(C=CC1)S(=O)(=O)NC=1SC(=C(N1)C1=C(C=CC=C1)C(F)(F)F)C1=CC(=CC=C1)[C@H]1C[C@H](CC1)OC(F)(F)F)F 3-amino-2-fluoro-N-(5-(3-((1R,3S)-3-(trifluoromethoxy)cyclopentyl)phenyl)-4-(2-(trifluoromethyl)phenyl)thiazol-2-yl)benzenesulfonamide